OC1=CC=C2N=CC(=NC2=C1)OC1CC2(CN(C2)C(=O)OC(C)(C)C)C1 tert-butyl 6-(7-hydroxyquinoxalin-2-yl)oxy-2-azaspiro[3.3]heptane-2-carboxylate